N1(C=NC=C1)C1=CC=C(C=N1)CNC=1C2=C(N=CC1)NC=C2C=2C=C1C=CC=NC1=CC2 N-((6-(1H-imidazol-1-yl)pyridin-3-yl)methyl)-3-(quinolin-6-yl)-1H-pyrrolo[2,3-b]pyridin-4-amine